(4s,6R)-1-[(1,1-dioxothietan-3-yl)methyl]-5,5,6-trifluoro-3-(trifluoromethyl)-4,6-dihydrocyclopenta[c]pyrazol-4-ol O=S1(CC(C1)CN1N=C(C2=C1[C@H](C([C@H]2O)(F)F)F)C(F)(F)F)=O